C(C1=CC=CC=C1)O[C@@H]1CC2(N(C=3C(=NN=C(C3)C3=C(C(=CC=C3)F)OC)NC2)C1)CF (8R)-8-(benzyloxy)-2-(3-fluoro-2-methoxyphenyl)-6a-(fluoromethyl)-5,6,6a,7,8,9-hexahydropyrrolo[1',2':4,5]pyrazino[2,3-c]pyridazine